Cl.C(C(O)C1=CC=CC=C1)(=O)O mandelic acid hydrochloride